N1=CNC2=NC=CC(=C21)C=O 3H-IMIDAZO[4,5-B]PYRIDINE-7-CARBALDEHYDE